tert-butyl (S)-2-(2-(2-cyclopropoxyacetyl)-6-(3-methyl-1H-pyrrolo[2,3-b]pyridin-5-yl)-1,2,3,4-tetrahydroisoquinolin-8-yl)pyrrolidine-1-carboxylate C1(CC1)OCC(=O)N1CC2=C(C=C(C=C2CC1)C=1C=C2C(=NC1)NC=C2C)[C@H]2N(CCC2)C(=O)OC(C)(C)C